C(C)(C)(C)OC(=O)N1[C@@H]([C@H](CC1)NC(=O)OCC1=CC=CC=C1)CC=O (2R,3S)-3-(((benzyloxy)carbonyl)amino)-2-(2-oxoethyl)pyrrolidine-1-carboxylic acid tert-butyl ester